COC(=O)C[C@@H](C(=O)O)N.Cl L-aspartic acid β-methyl ester hydrochloride